C(C)(C)(C)OC(=O)N1CC[C@@](C2=CC(=CC=C12)C(=O)O)(C)C#N (R)-1-(tert-Butoxycarbonyl)-4-cyano-4-methyl-1,2,3,4-tetrahydroquinoline-6-carboxylic acid